FC=1C=C(C=CC1C1CCN(CC1)C1CC2(C1)CC(C2)O)NC(OCC2=CC=CC=C2)=O benzyl (3-fluoro-4-(1-(6-hydroxyspiro[3.3]heptan-2-yl)piperidin-4-yl)phenyl)carbamate